BrC=1C=C(C=C(C1)C)S(=O)(=O)NC(COC1=CC2=CC(=CC=C2C=C1)OC)=O N-((3-Bromo-5-methylphenyl)sulfonyl)-2-((7-methoxynaphthalen-2-yl)oxy)acetamide